2-hydroxymethyl-4-methylsulfinyl-2-phenyl-butyric acid 1-aza-bicyclo[2.2.2]oct-3-yl ester N12CC(C(CC1)CC2)OC(C(CCS(=O)C)(C2=CC=CC=C2)CO)=O